ClC1=C(C(=CC(=C1)N1C[C@@](CCC1)(CCC1=CC(=CC=C1)C(F)(F)F)N(C)C)C)S(=O)(=O)NC1=NC=NC=C1 (S)-2-chloro-4-(3-(dimethylamino)-3-(3-(trifluoromethyl)-phenethyl)piperidin-1-yl)-6-methyl-N-(pyrimidin-4-yl)benzenesulfonamide